CO\N=C(\C(=O)OC)/C1=C(C(=CC=C1)C)CO/N=C(\C)/C=1SC(=CN1)C(F)(F)F Methyl (2E)-2-methoxyimino-2-[3-methyl-2-[[(E)-1-[5-(trifluoromethyl)thiazol-2-yl]-ethylideneamino]oxymethyl]phenyl]acetate